BrC=1C(=C2C(=NN(C(C2=CC1)=O)CC(=O)NC1=NC=CC=N1)C(F)F)F 2-[6-bromo-4-(difluoromethyl)-5-fluoro-1-oxophthalazin-2-yl]-N-pyrimidin-2-ylacetamide